BrC=1C=NN2C1C(=CC=C2)C(=O)O 3-bromopyrazolo[1,5-a]pyridine-4-carboxylic acid